CC(/C=C/C(C(=O)O)NC(=O)C=1C=NN(C1)C1=CC(NC=C1)=O)(C)C (E)-5,5-dimethyl-2-[1-(2-oxo-4-pyridinyl)-4-pyrazolylcarbonylamino]-3-hexenoic acid